BrC1=CC2=C(N=CN2)C=C1 5-bromo-3H-1,3-benzodiazole